indenophenanthrone C1=CC=CC=2C3=CC=CC=C3C=3C(C12)=CC1=CCCC(C13)=O